COC1=CC(=C(CCN=CC2=C(C=CC=C2)O)C=C1OC)[N+](=O)[O-] 2-{[(4,5-dimethoxy-2-nitrophenethyl)imino]methyl}phenol